3-cyclopropyl-N,N-diethyl-imidazo[1,5-a]pyridine-7-sulfonamide C1(CC1)C1=NC=C2N1C=CC(=C2)S(=O)(=O)N(CC)CC